C(CCCCCCCCCCCCCCCCC)N(CCCC)CCCC n-octadecyl-di-(n-butyl)amine